IC1CCN(CCC1)C(=O)OC(C)(C)C tert-butyl 4-iodoazepane-1-carboxylate